C1(CCC1)CS(=O)(=NC1=CC=C(C=C1)CC1=NOC(=N1)C(F)(F)F)C (cyclobutylmethyl)(methyl)((4-((5-(trifluoromethyl)-1,2,4-oxadiazol-3-yl)methyl)phenyl)imino)-λ6-sulfanone